BrC=1C2=C(SC1)C=CC(=C2OC)C(C(F)(F)F)OC 3-Bromo-4-methoxy-5-(2,2,2-trifluoro-1-methoxyethyl)benzo[b]thiophene